FC=1C=C(C=CC1F)C=1C=C(C=CC1)C(CC=1OC(=NN1)C)O 1-[3-(3,4-Difluorophenyl)phenyl]-2-(5-methyl-1,3,4-oxadiazole-2-yl)ethanol